NC=1C=C2C=C(C(N(C2=CC1)C)=O)OCC(=O)NC 2-[(6-Amino-1-methyl-2-oxo-3-quinolyl)oxy]-N-methyl-acetamide